ClC1=CC=C(C(=N1)N1N=C(C=C1C)C#N)OCC#N 1-[6-chloro-3-(cyanomethoxy)-2-pyridyl]-5-methyl-pyrazole-3-carbonitrile